COCC1=NC2=C(N1)C=CC=C2 2-(methoxymethyl)-1H-benzimidazol